1-(6-fluoro-4-phenyl-3,4-dihydroquinoxaline-1(2H)-yl)-3-(1H-imidazol-1-yl)propan-1-one FC=1C=C2N(CCN(C2=CC1)C(CCN1C=NC=C1)=O)C1=CC=CC=C1